sodium stearate, arachidic acid salt C(CCCCCCCCCCCCCCCCCCC)(=O)O.C(CCCCCCCCCCCCCCCCC)(=O)[O-].[Na+]